1-[2-(3,4-epoxycyclohexyl)ethyl]-1,1,3,3,5,5,7,7,7-Nonamethyltetrasiloxane C1(CC2C(CC1)O2)CC[Si](O[Si](O[Si](O[Si](C)(C)C)(C)C)(C)C)(C)C